CC1=NOC(=C1)CCCO 3-(3-methylisoxazol-5-yl)propan-1-ol